C(CCCCCC)NC(=O)N(CCCCC)CCCCC N-heptyl-N',N'-dipentylurea